CN(C1=CC=CC(=N1)S(=O)(=O)NC=1SC(=C(N1)C1=C(C=CC=C1C)C)C1=CC(=CC=C1)C1CC(CC1)(C)C)C 6-(dimethylamino)-N-[5-[3-(3,3-dimethylcyclopentyl)phenyl]-4-(2,6-dimethylphenyl)-1,3-thiazol-2-yl]pyridine-2-sulfonamide